N-(2-{3-hydroxy-1-[3-(2,4-xylyloxy)propionyl]-3-pyrrolidinyl}ethyl)-4-hydroxy-1,2,5-thiadiazole-3-carboxamide OC1(CN(CC1)C(CCOC1=C(C=C(C=C1)C)C)=O)CCNC(=O)C1=NSN=C1O